ClC1=NC2=CC=CC=C2C(=N1)N1CCCC2=CC=CC=C12 2-chloro-4-(3,4-dihydroquinolin-1(2H)-yl)quinazoline